2-(benzylthio)-6-(tert-butyl)-3-methoxypyridine C(C1=CC=CC=C1)SC1=NC(=CC=C1OC)C(C)(C)C